CSC(=S)NN hydrazinodithioformic acid methyl ester